CC1(C2=CC=CC=C2C=2C=CC(=CC12)NC1=CC=CC2=C1SC1=C2C=CC=C1)C N-(9,9-dimethyl-9H-fluoren-2-yl)dibenzothiophen-4-amine